2-[2-(2-{4-[2-(4-methylaminophenyl)-vinyl]-phenoxy}-ethoxy)-ethoxy]ethanol CNC1=CC=C(C=C1)C=CC1=CC=C(OCCOCCOCCO)C=C1